C(#N)CCC(C)(C)C=1NC2=CC=C(C=C2C1)NC(=O)C1CC1 N-(2-(4-cyano-2-methylbutan-2-yl)-1H-indol-5-yl)cyclopropanecarboxamide